ClC=1C=C2C=CN(C2=C(C1)C1=C2C(=NC=C1)C=C(S2)CN2C(N(C=CC2=O)CC(F)(F)F)=O)CC2(CCNCC2)C#N 4-((5-Chloro-7-(2-((2,6-dioxo-3-(2,2,2-trifluoroethyl)-3,6-dihydropyrimidine-1(2H)-yl)methyl)thieno[3,2-b]pyridin-7-yl)-1H-indol-1-yl)methyl)piperidine-4-carbonitrile